C(C)(=O)O[C@H]1[C@H](O[C@@H]([C@@H]([C@H]1N1N=NC(=C1)C1=CC(=CC=C1)F)OC(C)=O)Br)COC(C)=O (2R,3R,4S,5R,6R)-2-(Acetoxymethyl)-6-bromo-4-(4-(3-fluorophenyl)-1H-1,2,3-triazol-1-yl)tetrahydro-2H-pyran-3,5-diyl diacetate